The molecule is a 3-hydroxy steroid that is estra-1,3,5(10)-trien-3-ol substituted by additional hydroxy groups at positions 16 and 17 (16alpha,17beta-stereoisomer). It has a role as an estrogen, a human metabolite, a human xenobiotic metabolite and a mouse metabolite. It is a 3-hydroxy steroid, a 16alpha-hydroxy steroid and a 17beta-hydroxy steroid. It derives from a hydride of an estrane. C[C@]12CC[C@H]3[C@H]([C@@H]1C[C@H]([C@@H]2O)O)CCC4=C3C=CC(=C4)O